C(CCCCCCCCCCCCC)(=O)OC[C@@H](OC(CCCCCCCCCCCCC)=O)COP(=O)(O)OCC[N+](C)(C)C 1,2-dimyristoyl-trans-sn-glycero-3-phosphorylcholine